3-(2-((cyclopropylmethyl)(methyl)amino)ethyl)-1-methyl-1H-indol-4-ol hydrochloride Cl.C1(CC1)CN(CCC1=CN(C=2C=CC=C(C12)O)C)C